(3-methoxy-5-(4-methyl-1H-imidazol-1-yl)phenoxy)quinoline methyl-2-(1,3-thiazol-5-yl)quinoline-4-carboxylate COC(=O)C1=CC(=NC2=CC=CC=C12)C1=CN=CS1.COC=1C=C(OC2=NC3=CC=CC=C3C=C2)C=C(C1)N1C=NC(=C1)C